6-Chloro-N-ethoxy-4-((4-methyl-2-(N-methylcyclopropanesulfonamido)phenyl)amino)nicotinamide ClC1=NC=C(C(=O)NOCC)C(=C1)NC1=C(C=C(C=C1)C)N(S(=O)(=O)C1CC1)C